C(C)S(=O)(=O)NC1=C(C=C(C=C1)C1=NNC(=C1C(=O)N)NC1=NC=CN=C1)OCCC1=C(C=CC=C1)F 3-(4-(ethylsulfonamido)-3-(2-fluorophenethoxy)phenyl)-5-(pyrazin-2-ylamino)-1H-pyrazole-4-carboxamide